NCC(=O)N(CCCC1=CC=CC=C1)C 2-amino-N-methyl-N-(3-phenylpropyl)acetamide